C(C1=CC=CC=C1)OC1CC(C1)=CC#N 2-(3-(benzyloxy)cyclobutylidene)acetonitrile